(S)-4-(tert-butoxy)-2-((tert-butyldimethylsilyl)oxy)-4-oxobutanoic acid C(C)(C)(C)OC(C[C@@H](C(=O)O)O[Si](C)(C)C(C)(C)C)=O